CS(=O)(=O)C1=NC=CC=C1NC(OCC)=O ethyl N-(2-methanesulfonylpyridin-3-yl)carbamate